C(C)OC(C[C@@H](C=1SC(=CC1)C1=CC(=CC=C1)OC)NS(=O)(=O)C(C)(C)C)=O (S)-3-((R)-1,1-dimethylethylsulfonamido)-3-(5-(3-methoxyphenyl)thiophen-2-yl)propanoic acid ethyl ester